Ethyl 3-(cyanomethyl)-1-ethyl-pyrazole-4-carboxylate C(#N)CC1=NN(C=C1C(=O)OCC)CC